1-((Trans)-4-((7-(2-((3-chloro-2-methylphenyl)amino)benzoyl)-7H-pyrrolo[2,3-d]pyrimidin-4-yl)(methyl)amino)cyclohexyl)-N-methyl-methanesulfonamide ClC=1C(=C(C=CC1)NC1=C(C(=O)N2C=CC3=C2N=CN=C3N([C@@H]3CC[C@H](CC3)CS(=O)(=O)NC)C)C=CC=C1)C